((3S,4R)-4-cyclopropaneOxypiperidin-3-yl)isoindoline-1,3-dione C1(CC1)O[C@H]1[C@H](CNCC1)N1C(C2=CC=CC=C2C1=O)=O